3,3-dimethyl-5-(6-((3-(4-methylpiperazin-1-yl)phenyl)amino)-1H-pyrrolo[2,3-b]pyridin-3-yl)isoindolin-1-one CC1(NC(C2=CC=C(C=C12)C1=CNC2=NC(=CC=C21)NC2=CC(=CC=C2)N2CCN(CC2)C)=O)C